FC1=C(C=C(C(=C1)F)[N+](=O)[O-])S(=O)(=O)C 1,5-difluoro-2-(methylsulfonyl)-4-nitrobenzene